OCC(C)C1=C(C=C(C(=O)OC(C)(C)C)C=C1)[N+](=O)[O-] tert-butyl 4-(2-hydroxy-1-methylethyl)-3-nitrobenzoate